tert-butyl-1-(3-fluoro-4-(2,6-diazaspiro[3.3]heptan-2-yl)phenyl)butan-1-one C(C)(C)(C)C(C(=O)C1=CC(=C(C=C1)N1CC2(C1)CNC2)F)CC